(R)-methyl ((5-fluoro-2-(2-methoxy-7-methylquinoxalin-5-yl)-7,8-dihydrobenzofuro[5,4-d]thiazol-7-yl)methyl)carbamate FC1=CC=2N=C(SC2C=2C[C@@H](OC21)CNC(OC)=O)C2=C1N=CC(=NC1=CC(=C2)C)OC